C(C1=CC=CC=C1)OC=1C=C(CNCCNC(=N)N)C=CC1 1-(2-((3-(benzyloxy)benzyl)amino)ethyl)guanidine